(3S,4S)-tert-butyl 4-(3-chlorophenyl)-3-nitro-3,4-dihydropyridine-1(2H)-carboxylate ClC=1C=C(C=CC1)[C@H]1[C@@H](CN(C=C1)C(=O)OC(C)(C)C)[N+](=O)[O-]